methyl ((3-(3,7-dimethylocta-2,6-dien-1-yl)-2,4-dihydroxy-6-pentylphenyl)sulfonyl)alaninate CC(=CCC=1C(=C(C(=CC1O)CCCCC)S(=O)(=O)N[C@@H](C)C(=O)OC)O)CCC=C(C)C